4'-(5-chloro-2-methoxyphenyl)-N-(6-cyclopropylthiazolo[4,5-b]pyrazin-2-yl)-4-methyl-2-oxo-2H-[1,2'-bipyridine]-5'-carboxamide ClC=1C=CC(=C(C1)C1=CC(=NC=C1C(=O)NC=1SC=2C(=NC=C(N2)C2CC2)N1)N1C(C=C(C=C1)C)=O)OC